(S)-5-amino-1-(((R)-1-ethoxy-3-(1-methyl-1H-indol-3-yl)-1-oxopropan-2-yl)amino)-1,5-dioxopentan-2-aminium dihydrogen phosphate P(=O)(O)(O)[O-].NC(CC[C@@H](C(=O)N[C@@H](C(=O)OCC)CC1=CN(C2=CC=CC=C12)C)[NH3+])=O